C(C)N1N=CC=C1C(=O)N[C@H](C=1N=C2N(N=C(C=C2)CC2C(N[C@@H](C2)C(F)(F)F)=O)C1)C1CCC(CC1)C 1-ethyl-N-((1S)-((1r,4S)-4-methylcyclohexyl)(6-(((5S)-2-oxo-5-(trifluoromethyl)pyrrolidin-3-yl)methyl)imidazo[1,2-b]pyridazin-2-yl)methyl)-1H-pyrazole-5-carboxamide